C(C(C)C)C(COCCC)(COCCC)CC(C)C 2,2-diisobutyl-1,3-dipropoxypropane